1,4,5,6,7,7-hexachlorobicyclo[2.2.1]-hept-5-ene-2-ol ClC12C(CC(C(=C1Cl)Cl)(C2(Cl)Cl)Cl)O